NC=1C=2N(C3=CC=C(C=C3N1)C=1C=NN(C1C1=C(C3=C(S1)C=CC=C3)C#N)C)C=NC2 2-(4-(4-aminoimidazo[1,5-a]quinoxalin-7-yl)-1-methyl-1H-pyrazol-5-yl)benzo[b]thiophene-3-carbonitrile